Methyl 2-(2-cyano-4-(6-((4-cyano-2-fluorobenzyl)oxy)pyridin-2-yl)-3-fluorobenzyl)-1-(2-methoxyethyl)-1H-benzo[d]imidazole-6-carboxylate C(#N)C1=C(CC2=NC3=C(N2CCOC)C=C(C=C3)C(=O)OC)C=CC(=C1F)C1=NC(=CC=C1)OCC1=C(C=C(C=C1)C#N)F